ClC=1C=C(C=CC1Cl)C(C(=O)N(N)C(=O)C1CN(CC12CN(C2)C2=NC=CC=C2)C(=O)C2=CN=CS2)(F)F N-(2-(3,4-dichlorophenyl)-2,2-difluoroacetyl)-2-(pyridin-2-yl)-6-(thiazole-5-carbonyl)-2,6-diazaspiro[3.4]octane-8-carbohydrazide